C(C)[C@]1(C(OCC=2C(N3CC=4C(=NC=5C=CC(=C6C5C4CCC6)NC(OC[C@@H](C)SSC6=NC=CC=C6[N+](=O)[O-])=O)C3=CC21)=O)=O)O (R)-2-((3-nitropyridin-2-yl)disulfaneyl)propyl ((S)-9-ethyl-9-hydroxy-10,13-dioxo-2,3,9,10,13,15-hexahydro-1H,12H-benzo[de]pyrano[3',4':6,7]indolizino[1,2-b]quinolin-4-yl)carbamate